N1=CC=CC2=CC=C3C=CC=NC3=C12.[Pd] palladium 1,10-phenanthroline